BrC1=C2C=C(N(C2=CC=C1)CC(F)(F)F)C=O 4-bromo-1-(2,2,2-trifluoroethyl)indole-2-carbaldehyde